CN1C(C2=C(C(=C1)C(C)C1=CC=C(C=C1)N1CCN(CC1)C)C=C(N2)C=2C=NN(C2)C2COC2)=O 6-methyl-4-(1-(4-(4-methylpiperazin-1-yl)phenyl)ethyl)-2-(1-(oxetan-3-yl)-1H-pyrazol-4-yl)-1,6-dihydro-7H-pyrrolo[2,3-c]pyridin-7-one